FC1(C(CCC1)OC1=C(C=C(C=C1)NC(=O)C=1N=C(OC1CC(F)(F)F)N1CC2C(C1)CCC2)F)F N-(4-((2,2-difluorocyclopentyl)oxy)-3-fluorophenyl)-2-(hexahydrocyclopenta[c]pyrrol-2(1H)-yl)-5-(2,2,2-trifluoroethyl)oxazole-4-carboxamide